COC=1C=C(C=CC1)C1=NN2C(=NC=3C=CC=CC3C2=N1)[C@@](N)(C)C(=O)N 2-[2-(3-methoxyphenyl)[1,2,4]triazolo[1,5-c]quinazolin-5-yl]-D-alaninamide